tert-Butyl 2-[[tert-butyl(diphenyl)silyl]oxymethyl]-6-(5-isopropoxypyrimidin-2-yl)-3-isopropyl-3,4-dihydro-2H-pyridine-1-carboxylate [Si](C1=CC=CC=C1)(C1=CC=CC=C1)(C(C)(C)C)OCC1N(C(=CCC1C(C)C)C1=NC=C(C=N1)OC(C)C)C(=O)OC(C)(C)C